N1=CC=C(C=C1)C1=CC=2C=NC=CC2C(O1)=O 3-(4-pyridyl)pyrano[4,3-c]pyridin-1-one